CN1N=CC(=C1)C=1C(=NC=C(N1)C1=CC=C(C=C1)C(F)(F)F)N (1-methyl-1H-pyrazol-4-yl)-5-(4-(trifluoromethyl)phenyl)pyrazin-2-amine